CN(CCCC(=O)OCCN1CC(OC(C1)CCCCCC\C=C/CCCCCCCC)CCCCCC\C=C/CCCCCCCC)C 2-{2,6-bis[(Z)-7-hexadecenyl]-4-morpholinyl}ethyl 4-(dimethylamino)butyrate